C(C)(C)(C)OC(N[C@H](C(=O)NC1=C(C2=C(OCCCC2)S1)C(C1=C(C=CC=C1F)F)=O)C)=O N-[(1S)-2-[[6-(2,6-difluorobenzoyl)-2,3,4,5-tetrahydrothieno[2,3-b]oxepin-7-yl]amino]-1-methyl-2-oxo-ethyl]carbamic acid tert-butyl ester